CN1C2=CC=CC=C2C(C12C=NC1=C(O2)C(=CC2=CC=CC=C21)CO)(C)C 1,3,3-trimethyl-5'-hydroxymethylspiro-[indoline-2,3'-[3H]-naphtho[2,1-b][1,4]oxazine]